bromopropyl-diethyl-propoxysilane BrCCC[Si](OCCC)(CC)CC